[Si](C)(C)(C(C)(C)C)O[C@@]1([C@@H](CC[C@H](C1)C)C(C)C)C(=O)NC[C@@H](OCCOC1OCCCC1)C1=CC=CC=C1 (1S,2S,5R)-1-((tert-butyldimethylsilyl)oxy)-2-isopropyl-5-methyl-N-((2S)-2-phenyl-2-(2-((tetrahydro-2H-pyran-2-yl)oxy)ethoxy)ethyl)cyclohexane-1-carboxamide